N-(4-(4-amino-1-(6-(hydroxymethyl)tetrahydro-2H-pyran-3-yl)-7-oxo-6,7-dihydro-1H-pyrazolo[3,4-d]pyridazin-3-yl)benzyl)-5-fluoro-2-methoxybenzamide NC=1C2=C(C(NN1)=O)N(N=C2C2=CC=C(CNC(C1=C(C=CC(=C1)F)OC)=O)C=C2)C2COC(CC2)CO